Pentadeuteriocyclopenta[f][1,3]benzodioxol [2H]C1=C(C(=C2C(C3=C(OC(O3)[2H])C=C21)[2H])[2H])[2H]